2-amino-3-(3-hydroxy-2,6-dimethylphenyl)-5-(2-acetylpyridin-4-yl)benzamide NC1=C(C(=O)N)C=C(C=C1C1=C(C(=CC=C1C)O)C)C1=CC(=NC=C1)C(C)=O